C(C)(C)(CC)C1=CC=2C(C3=CC=C(C=C3C(C2C=C1)=O)C(C)(C)CC)=O 2,6-di-tert-amylanthraquinone